C(#N)C=1C=NN2C1C(=CC(=C2)C=2N=NN(C2C)C2CCN(CC2)C(=O)OC(C)(C)C)O[C@H](C)C2=NC=C(C=C2)F tert-butyl (R)-4-(4-(3-cyano-4-(1-(5-fluoropyridin-2-yl)ethoxy)pyrazolo[1,5-a]pyridin-6-yl)-5-methyl-1H-1,2,3-triazol-1-yl)piperidine-1-carboxylate